CC1(CCC(CN1)NC1=NC=C(C(=N1)C1=CN(C2=C(C=CC=C12)SC)COCC[Si](C)(C)C)C(F)(F)F)C N-(6,6-dimethylpiperidin-3-yl)-4-(7-(methylthio)-1-((2-(trimethylsilyl)ethoxy)methyl)-1H-indol-3-yl)-5-(trifluoromethyl)pyrimidin-2-amine